methyl (2E)-3-(2-bromo-6-fluorophenyl)prop-2-enoate BrC1=C(C(=CC=C1)F)/C=C/C(=O)OC